3-methyl-3-oxetylmethacrylate CC(=C(C(=O)[O-])C)C1OC=C1